COC1=NC=C(C(=N1)OC)C1=CN2C(S1)=C(C=N2)C(=O)NC=2C(=NC=C(C2)NC(CN2CC1C2=CC=CC1(C)C)=O)C 2-(2,4-dimethoxypyrimidin-5-yl)-N-(5-(2-(3,3-dimethylbenzazetidin-1-yl)acetamido)-2-methylpyridin-3-yl)pyrazolo[5,1-b]thiazole-7-carboxamide